CS(=O)(=O)C1=CC=C(CN2CCC3(CN(C3)C(=O)N3CC4(C3)NC(CC4)=O)CC2)C=C1 2-[7-(4-methanesulfonyl-benzyl)-2,7-diazaspiro[3.5]nonane-2-carbonyl]-2,5-diazaspiro[3.4]octan-6-one